Cl.C(C)(C)C1=CC=C(C=C1)[C@](O)(C=1C=NC=C(C1)C=1NC(=CC1)C1CCOCC1)C1(CNC1)C (R)-(4-isopropyl-phenyl)-(3-methyl-azetidin-3-yl)-{5-[5-(tetrahydro-pyran-4-yl)-Azol-2-yl]-pyridin-3-yl}-methanol, hydrochloride